1-(2-hydroxyethyl)-1,2,3,4-tetrahydro-2,2,4,7-tetramethylquinoline OCCN1C(CC(C2=CC=C(C=C12)C)C)(C)C